BrCC1=CN=C(C2=CN=C(C=C12)Cl)Cl 4-(bromomethyl)-1,6-dichloro-2,7-naphthyridine